OC1=C(C=O)C(=CC=C1)OC[C@H]1N(CCCC1)C(C1=C(N=CC=C1)C=C)=O (S)-2-hydroxy-6-((1-(2-vinylnicotinoyl)piperidin-2-yl)methoxy)benzaldehyde